1-bromo-2-chloro-4,5-dimethoxybenzene BrC1=C(C=C(C(=C1)OC)OC)Cl